N1C[C@H](CCC1)NC1=NC=C(C(=N1)C1=CNC2=CC(=CC=C12)C(=O)N1C[C@H](CC1)C#N)C(F)(F)F (3S)-1-(3-(2-[[(3S)-3-piperidyl]amino]-5-(trifluoromethyl)pyrimidin-4-yl)-1H-indole-6-carbonyl)pyrrolidine-3-carbonitrile